CN(C(\C=C\CN1C[C@@H](CC1)OC1=NC=C(C=C1)\C(=C(\CC(F)(F)F)/C1=CC=CC=C1)\C=1C=C2C(=NN(C2=CC1)C1OCCCC1)F)=O)C (E)-N,N-Dimethyl-4-((3R)-3-((5-((Z)-4,4,4-trifluoro-1-(3-fluoro-1-(tetrahydro-2H-pyran-2-yl)-1H-indazol-5-yl)-2-phenylbut-1-en-1-yl)pyridin-2-yl)oxy)pyrrolidin-1-yl)but-2-enamide